BrC=1C=CC(=C(C1)C1=C(C=CC=C1C)Cl)S(=O)(=O)N1CCC(CC1)(C(=O)N[C@H](C)\C=C/S(=O)(=O)C)F 1-((5-bromo-2'-chloro-6'-methyl-[1,1'-biphenyl]-2-yl)sulfonyl)-4-fluoro-N-((R,Z)-4-(methylsulfonyl)but-3-en-2-yl)piperidine-4-carboxamide